ClC1=C(C=CC=C1)C(C)OC(=O)NC=1C(=NOC1)C 4-(((1-(2-chlorophenyl)ethoxy)carbonyl)amino)-3-methylisoxazol